benzyl N-benzyl-N-[[(2S,5R,6R)-5-(benzyloxycarbonylamino)-6-[(1R,2R,3S,4R,6S)-4,6-bis(benzyloxycarbonylamino)-2,3-dihydroxy-cyclohexoxy]tetrahydropyran-2-yl]methyl]carbamate C(C1=CC=CC=C1)N(C(OCC1=CC=CC=C1)=O)C[C@H]1O[C@@H]([C@@H](CC1)NC(=O)OCC1=CC=CC=C1)O[C@H]1[C@@H]([C@H]([C@@H](C[C@@H]1NC(=O)OCC1=CC=CC=C1)NC(=O)OCC1=CC=CC=C1)O)O